NC=1C(N(N=CC1)C)=O 4-amino-2-methylpyridazin-3(2H)-one